1-(3-(2'-(4,5-Dimethyl-1H-imidazol-2-yl)-3,4'-bipyridin-5-yl)-2,5-dihydro-1H-pyrrol-1-yl)ethanon CC=1N=C(NC1C)C1=NC=CC(=C1)C=1C=NC=C(C1)C=1CN(CC1)C(C)=O